C1([C@H](O)[C@H](O)[C@H](O1)CO)C=1NC=CN1 ribosyl-imidazole